FC(C1=C(C(=O)NC2=C3C=NN(C3=CC=C2)C=2C=NC=C(C2)C(F)(F)F)C=CC=C1)(F)F 2-(trifluoromethyl)-N-{1-[5-(trifluoromethyl)pyridin-3-yl]-1H-indazol-4-yl}benzamide